methyl (2R,3S,5R)-5-methyl-3-(methylsulfonamido)-2-((((1S,3S,6R)-6-(thiazol-2-yl)bicyclo[4.1.0]heptan-3-yl)oxy)methyl)pyrrolidine-1-carboxylate C[C@@H]1C[C@@H]([C@@H](N1C(=O)OC)CO[C@@H]1C[C@@H]2C[C@@]2(CC1)C=1SC=CN1)NS(=O)(=O)C